(S)-N-(1-(7-Methoxyquinolin-5-yl)cyclopropyl)-2-methyl-5-(pyrrolidin-2-ylmethoxy)benzamide COC1=CC(=C2C=CC=NC2=C1)C1(CC1)NC(C1=C(C=CC(=C1)OC[C@H]1NCCC1)C)=O